The molecule is an L-proline derivative obtained by replacement of the amino hydrogen by a methyl group. It has a role as a plant metabolite and a human metabolite. It is a L-proline derivative and a tertiary amino compound. It is a tautomer of a N-methylproline zwitterion. CN1CCC[C@H]1C(=O)O